C(C)OC(=O)C=1N=CN(C1)C1=C(C=C2C(C(=CN(C2=C1)C1CC1)C=O)=O)F 1-(1-cyclopropyl-6-fluoro-3-formyl-4-oxo-1,4-dihydroquinolin-7-yl)-1H-imidazole-4-carboxylic acid ethyl ester